2-[2-Fluoro-4-(trifluoromethyl)phenyl]-5-(trifluoromethyl)pyridine FC1=C(C=CC(=C1)C(F)(F)F)C1=NC=C(C=C1)C(F)(F)F